O=C1NC(CCC1N1C(N(C2=C1C=CC=C2C2CCN(CC2)C(=O)OC(C)(C)C)C)=O)=O Tert-butyl 4-(1-(2,6-dioxopiperidin-3-yl)-3-methyl-2-oxo-2,3-dihydro-1H-benzo[d]imidazol-4-yl)piperidine-1-carboxylate